NC1=NC=NC=2C3=C(CC(C12)(C)C)C(=C(C=C3)OC)N(S(=O)(=O)C3=C(C=CC=C3)[N+](=O)[O-])CC[C@@H]3CNC(O3)=O N-(4-amino-8-methoxy-5,5-dimethyl-6H-benzo[h]quinazolin-7-yl)-2-nitro-N-[2-[(5R)-2-oxooxazolidin-5-yl]ethyl]benzenesulfonamide